BrC=1C=C(C=C(C1)OC(F)(F)F)S 3-bromo-5-(trifluoromethoxy)benzenethiol